BrC1=CC=C2[C@@]([C@H](COC2=C1F)F)(C(=O)N)N[S@@](=O)C(C)(C)C (3R,4S)-7-bromo-4-(((S)-tert-butylsulfinyl)amino)-3,8-difluorochromane-4-carboxamide